N-(3-Chloro-4-(3-methyl-1H-1,2,4-triazol-1-yl)phenyl)-1-(isochinolin-4-yl)-5-(trifluoromethyl)-1H-pyrazol-4-carboxamid ClC=1C=C(C=CC1N1N=C(N=C1)C)NC(=O)C=1C=NN(C1C(F)(F)F)C1=CN=CC2=CC=CC=C12